2-oxaspiro[4.5]dec-7-en-8-yltrifluoromethanesulfonate C1OCCC12CC=C(CC2)OS(=O)(=O)C(F)(F)F